p-tert-butylphenylboric acid C(C)(C)(C)C1=CC=C(C=C1)OB(O)O